C(C)(C)(C)OC(=O)N1C(=C(C2=CC(=CC=C12)N1CCC2(OCCO2)CC1)C(C)C)C1=CC(=C(C=C1)OC)OC 2-(3,4-Dimethoxyphenyl)-3-isopropyl-5-(1,4-dioxa-8-azaspiro[4.5]decan-8-yl)-1H-indole-1-carboxylic acid tert-butyl ester